3-oxobutanoic acid [2-(hydroxymethyl)-2-(3-oxobutanoyloxymethyl) butyl] ester OCC(COC(CC(C)=O)=O)(CC)COC(CC(C)=O)=O